(3S,5R,8R,9S,10S,13R,14S,17R)-14-hydroxy-10,13-dimethyl-17-(5-oxo-2,5-dihydrofuran-3-yl)hexadecahydro-1H-cyclopenta[a]phenanthren-3-yl (2-(3-oxopiperazin-1-yl)ethyl) carbonate C(O[C@H]1CC[C@@]2([C@H]3CC[C@@]4([C@H](CC[C@@]4([C@@H]3CC[C@@H]2C1)O)C=1COC(C1)=O)C)C)(OCCN1CC(NCC1)=O)=O